(1S,5S)-1-carbamoyl-3-azabicyclo[3.1.0]hexane-3-carboxylic acid tert-butyl ester C(C)(C)(C)OC(=O)N1C[C@@]2(C[C@@H]2C1)C(N)=O